(S)-2-(5-bromopyridin-3-yl)-6-phenyl-2,4,5,6-tetrahydrocyclopenta[c]pyrazole BrC=1C=C(C=NC1)N1N=C2C(=C1)CC[C@H]2C2=CC=CC=C2